4-isobutyl-2-(4-((1-methyl-4-oxo-4,7-dihydro-1H-pyrazolo[3,4-d]pyrimidin-6-yl)methyl)piperazin-1-yl)benzonitrile C(C(C)C)C1=CC(=C(C#N)C=C1)N1CCN(CC1)CC1=NC(C2=C(N1)N(N=C2)C)=O